CON(C(=O)C1=NN(C=N1)CC=1SC(=CC1)C1=NOC(=N1)C(F)(F)F)C N-methoxy-N-methyl-1-[[5-[5-(trifluoromethyl)-1,2,4-oxadiazol-3-yl]-2-thienyl]methyl]-1,2,4-triazole-3-carboxamide